O=C(CC(C)=O)NC1=CC=C2C=C(C=C(C2=C1)S(=O)(=O)O)O 7-[(1,3-dioxobutyl)amino]-3-hydroxynaphthalene-1-sulfonic acid